(1S,2S)-2-fluorocyclopropane-1-carboxamide F[C@@H]1[C@@H](C1)C(=O)N